3,9-bis(2,6-di-t-butyl-4-methylphenoxy)-2,4,8,10-tetraoxa-3,9-diphospho-undecane C(C)(C)(C)C1=C(OC(OC)(OCCCOC(OC)(P(=O)=O)OC2=C(C=C(C=C2C(C)(C)C)C)C(C)(C)C)P(=O)=O)C(=CC(=C1)C)C(C)(C)C